C(C1=CC=CC=C1)(C1=CC=CC=C1)(C1=CC=CC=C1)OC[C@H]([C@H]([C@@H]([C@H](C=O)O)O)O)O 6-O-trityl-glucose